7-chloro-1,2,3,4-tetrahydroquinoline ClC1=CC=C2CCCNC2=C1